ClC=1C(=C(C=CC1)C1=C(C=C(C=C1C(C)C)C(C)C)C(C)C)P(C1CCCCC1)C1CCCCC1 Chloro(2-dicyclohexylphosphino-2',4',6'-tri-i-propyl-1,1-biphenyl)